ClC1=NC(=NC(=C1C)Cl)NS(=O)(=O)C1=CC=CC=C1 N-(4,6-dichloro-5-methyl-pyrimidin-2-yl)benzenesulfonamide